OC1=C2C(C(C(OC2=CC=C1)(C1=CC=CC=C1)O)(O)O)(O)O pentahydroxyflavanol